guanosine-3',5'-diphosphate P(=O)(O)(O)O[C@H]1[C@H]([C@@H](O[C@@H]1COP(=O)(O)O)N1C=NC=2C(=O)NC(N)=NC12)O